NC(C(=O)NC1=CC=C(C=C1)C1=NC=CC=C1C)=C (R)-2-Amino-N-(4-(3-methylpyridin-2-yl)phenyl)propenamide